OC1C2CC3C(C(OC13)=O)C2C(=O)OC 2-hydroxy-9-methoxycarbonyl-5-oxo-4-oxa-tricyclo[4.2.1.0(3,7)]nonane